FC=1C=C(C=C(C1)F)C=1OC(=C(N1)C(=O)NCCN1CCN(CC1)C(=O)OC(C)(C)C)C1=C(C=CC=C1)[N+](=O)[O-] tert-Butyl 4-(2-(2-(3,5-difluorophenyl)-5-(2-nitrophenyl)oxazole-4-carboxamido)ethyl)piperazine-1-carboxylate